2-({4-[2-(4-chloro-2-fluorophenyl)-2-methyl-1,3-benzodioxol-4-yl]piperidin-1-yl}methyl)-1-[2-(1H-imidazol-2-yl)ethyl]-1H-benzimidazole-6-carboxylic acid, trifluoroacetate salt FC(C(=O)O)(F)F.ClC1=CC(=C(C=C1)C1(OC2=C(O1)C=CC=C2C2CCN(CC2)CC2=NC1=C(N2CCC=2NC=CN2)C=C(C=C1)C(=O)O)C)F